[C@@H]12COC[C@@H](CC1)C2C2=NC=CC=1C2=C(N=NC1C1=C(C=C(C=C1C)C)OC)N ((1R,5S,8s)-3-oxabicyclo[3.2.1]octan-8-yl)-1-(2-methoxy-4,6-dimethylphenyl)pyrido[3,4-d]pyridazin-4-amine